N-{3-{[2-{{3-[bis-(2,2,2-trifluoro-acetyl)-amino]-propyl}-dimethyl-silanyl}-ethyl]-dimethyl-silanyl}-propyl}-2,2,2-trifluoro-N-(2,2,2-trifluoro-acetyl)-acetamide FC(C(=O)N(CCC[Si](CC[Si](CCCN(C(C(F)(F)F)=O)C(C(F)(F)F)=O)(C)C)(C)C)C(C(F)(F)F)=O)(F)F